2,7-dibromo-9,9-bis(4-picolyl)fluorene tert-butyl-(cis-3-(2-((((Z)-1-amino-2,2,2-trifluoroethylidene)amino)oxy)-2-oxoethyl)cyclobutyl)carbamate C(C)(C)(C)N(C(O)=O)[C@@H]1C[C@@H](C1)CC(=O)O\N=C(\C(F)(F)F)/N.BrC1=CC=2C(C3=CC(=CC=C3C2C=C1)Br)(CC1=CC=NC=C1)CC1=CC=NC=C1